2-(di-1-adamantylphosphino)-3,6-dimethoxy-2',4',6'-tri-i-propyl-1,1'-biphenyl C12(CC3CC(CC(C1)C3)C2)P(C2=C(C(=CC=C2OC)OC)C2=C(C=C(C=C2C(C)C)C(C)C)C(C)C)C23CC1CC(CC(C2)C1)C3